furfuryl GLYCIDYL ETHER C(C1CO1)OCC1=CC=CO1